3-HYDROXYCYCLOPENTANONE OC1CC(CC1)=O